methyl 4-(3-cyanobenzyl)-2-fluorobenzoate C(#N)C=1C=C(CC2=CC(=C(C(=O)OC)C=C2)F)C=CC1